ClC=1C=CC=C2C(NC(=NC12)CCC(=O)O)=O 3-(8-chloro-4-oxo-3H-quinazolin-2-yl)propionic acid